C(CCCCCCCCCCC)OC[C@@H](OCCCCCCCCCCCC)COP(=O)(O)OCCN 1,2-didodecyl-sn-glycero-3-phosphorylethanolamine